N-ethyl-2-(3-(3-(3-fluorophenyl)-1,2,4-oxadiazol-5-yl)-6-oxopyridazin-1(6H)-yl)acetamide C(C)NC(CN1N=C(C=CC1=O)C1=NC(=NO1)C1=CC(=CC=C1)F)=O